CC1(C(=CCC=C(CCC=C(CC1)C)C)C)C(=O)C1(C(=CCC=C(CCC=C(CC1)C)C)C)C methyl-2,6,10-trimethyl-2,5,9-cyclododecatrienyl ketone